2-((methoxy-d3)methyl)-2-methyl-1,2,4,7-Tetrahydro-3H-pyrrolo[3',2':5,6]pyrido[3,4-b]pyrazin-3-one C(OCC1(NC2=C(NC1=O)C=NC1=C2C=CN1)C)([2H])([2H])[2H]